1,5-naphthalenediphosphonic acid C1(=CC=CC=2C(=CC=CC12)P(O)(=O)O)P(O)(=O)O